3-(((1R,3r,5S)-bicyclo[3.1.0]hexan-3-yl)oxy)-2-fluoro-4-((pyrrolidin-1-ylsulfonyl)carbamoyl)benzoic acid [C@H]12CC(C[C@@H]2C1)OC=1C(=C(C(=O)O)C=CC1C(NS(=O)(=O)N1CCCC1)=O)F